3-tyrosine C1=CC(=CC(=C1)O)C[C@@H](C(=O)O)N